COC1=CC(=C(C=C1)B(O)O)OC(F)(F)F 4-METHOXY-2-(TRIFLUOROMETHOXY)PHENYLBORONIC ACID